N1=CN=C2N=CCC2=C1N 7-deaza-adenine